3-(((4'-fluoro-[1,1'-biphenyl]-4-yl)oxy)methyl)-N-hydroxy-1,2,4-oxadiazole-5-carboxamide FC1=CC=C(C=C1)C1=CC=C(C=C1)OCC1=NOC(=N1)C(=O)NO